((3-bromopropyl)sulfonyl)((trifluoromethyl)sulfonyl)amide BrCCCS(=O)(=O)[N-]S(=O)(=O)C(F)(F)F